C(C)(C)C=1SC(=CN1)C=1C=C(C=CC1)N(C(=O)[C@@H]1CC[C@H](CC1)CC(=O)O)C[C@@H]1CC[C@H](CC1)C1=NC(=C(C=C1)OC)C 2-(trans-4-((3-(2-Isopropylthiazol-5-yl)phenyl)((trans-4-(5-methoxy-6-methylpyridin-2-yl)cyclohexyl)methyl)carbamoyl)cyclohexyl)-acetic acid